NC1=C(C=CC=C1)C(C=CC(=O)O)=O 4-(2-aminophenyl)-4-oxobut-2-enoic acid